1,3-diglycidyl-5-ethyl-5-phenylhydantoin C(C1CO1)N1C(=O)N(C(=O)C1(C1=CC=CC=C1)CC)CC1CO1